1-(2-chloro-5-((1-(2,2-difluorocyclopropyl)-1H-pyrazol-4-yl)ethynyl)pyridin-4-yl)piperidin-4-ol ClC1=NC=C(C(=C1)N1CCC(CC1)O)C#CC=1C=NN(C1)C1C(C1)(F)F